CC(C(C)NCCCCCCN)C N-(3-methylbutan-2-yl)hexane-1,6-diamine